2-ethylhexyl-3-mercaptopropionate C(C)C(COC(CCS)=O)CCCC